1-(2-(4-Methoxybenzyl)-3-oxoisoindolin-5-yl)dihydropyrimidine-2,4(1H,3H)-dione COC1=CC=C(CN2CC3=CC=C(C=C3C2=O)N2C(NC(CC2)=O)=O)C=C1